BrCC=1OC2=C(C1)C=C(C=C2)F 2-(bromomethyl)-5-fluorobenzofuran